C(C)(=O)N[C@H]1C(C=C(C[C@@H]1NCC=1C=CC2=C(C=CS2)C1)C(=O)O)OC(CC)CC (4R,5S)-4-acetylamino-5-((benzothien-5-ylmethyl)amino)-3-(pent-3-yloxy)cyclohex-1-ene-1-carboxylic acid